(3-chloro-2-methylbenzyl)-[2-(9-(pyridin-2-yl)-6-oxaspiro[4.5]decan-9-yl)ethyl]amine ClC=1C(=C(CNCCC2(CCOC3(CCCC3)C2)C2=NC=CC=C2)C=CC1)C